8-(furan-3-yl)-2-methyl-5,6-dihydro-2H-2,6-methanobenzo[g][1,3,5]oxadiazocin O1C=C(C=C1)C=1C=CC2=C(C3NC=NC(O2)(C3)C)C1